BrCC1=C([C@@H](N=C(N1)C1=NC=C(C=C1F)F)C1=C(C=C(C=C1)F)Cl)C(=O)OC |o1:4| (R*)-methyl 6-(bromomethyl)-4-(2-chloro-4-fluorophenyl)-2-(3,5-difluoropyridin-2-yl)-1,4-dihydropyrimidine-5-carboxylate